ClC1=NSC(=N1)NCC=1N=C2N(C=C(C=C2)C2CC2)C1 3-chloro-N-((6-cyclopropylimidazo[1,2-a]pyridin-2-yl)methyl)-1,2,4-thiadiazol-5-amine